3-cyclopentene-1,1-dicarboxylic acid ethyl ester C(C)OC(=O)C1(CC=CC1)C(=O)O